FC(C=1C=C(C=CC1)C=1C=C2C(=NC1)C=NN2CC(=O)N(C)C)F 2-[6-[3-(Difluoromethyl)phenyl]pyrazolo[4,3-b]pyridin-1-yl]-N,N-dimethyl-acetamide